C(C)(C)(C)OC(=O)N(C1=NC=CC(=C1Cl)B(O)O)CC (2-((tert-butoxycarbonyl)(ethyl)amino)-3-chloropyridin-4-yl)boronic acid